CS(=O)(=O)C1=CC=C(C=C1)C1=CC=CC=C1 4-(methylsulfonyl)-1,1-biphenyl